N1(CCNCC1)CCC(=C)C1=CC=CC=C1 1-(N-piperazinyl)-3-phenylbut-3-ene